C1(=CC=CC=2C3=CC=CC=C3PC12)CC1=NC(=CC=C1)CC1=CC=CC=2C3=CC=CC=C3PC12 2,6-bis(9-phosphafluorenyl)methylpyridine